CC1=NOC(=C1C=1C=CC(=C(C1)N(C1=CC=C(C=C1)C1(CC1)C#N)CC1CCN(CC1)CC1=C(C=CC=C1)NC1C(NC(CC1)=O)=O)C)C 1-(4-((5-(3,5-dimethylisoxazol-4-yl)-2-methylphenyl)((1-(2-((2,6-dioxopiperidin-3-yl)amino)benzyl)piperidin-4-yl)methyl)amino)phenyl)cyclopropane-1-carbonitrile